CC=1C=NC(=NC1)N1CCNCC1 4-(5-Methylpyrimidin-2-yl)piperazin